C1[C@@H]([C@H](OC2=C1C(=CC(=C2[C@@H]3[C@H]([C@H](OC4=CC(=CC(=C34)O)O)C5=CC(=C(C=C5)O)O)O)O)O)C6=CC(=C(C=C6)O)O)OC(=O)C7=CC(=C(C(=C7)O)O)O The molecule is a gallate ester obtained by formal condensation of the carboxy group of gallic acid with the (3'S)-hydroxy group of procyanidin B1. It has a role as a metabolite. It is a gallate ester, a proanthocyanidin, a polyphenol and a biflavonoid. It derives from a gallic acid and a procyanidin B1.